ClC=1C(=C2N=C(N=C3C2=C(O[C@H]([C@@H]2[C@@H]4CC[C@H](CN32)N4C(=O)OC(C)(C)C)C)N1)NS(=O)(=O)C)F tert-Butyl (5S,5aS,6S,9R)-2-chloro-1-fluoro-5-methyl-12-(methylsulfonamido)-5a,6,7,8,9,10-hexahydro-5H-4-oxa-3,10a,11,13,14-pentaaza-6,9-methanonaphtho[1,8-ab]heptalene-14-carboxylate